(Z)-3-(1-(4-amino-2-fluoro-but-2-en-1-yl)-2-(trifluoromethyl)-1H-benzo[d]imidazol-4-yl)-N-methylbenzenesulfonamide hydrochloride Cl.NC\C=C(\CN1C(=NC2=C1C=CC=C2C=2C=C(C=CC2)S(=O)(=O)NC)C(F)(F)F)/F